COC=1C=C2CCN3C(C2=CC1OC)=CC(=NC3=O)N(C(CNC(=O)C=3NC=NC3)C)C3=C(C=C(C=C3C)C)C N-[2-({9,10-dimethoxy-4-oxo-6H,7H-pyrimido[4,3-a]isoquinolin-2-yl}(2,4,6-trimethylphenyl)amino)propyl]-3H-imidazole-4-carboxamide